FC(CC1=NN(C=C1C(CC)=O)COCC[Si](C)(C)C)(F)F 1-[3-(2,2,2-trifluoroethyl)-1-(2-trimethylsilylethoxymethyl)pyrazol-4-yl]propan-1-one